1-(4-bromobenzyl)-2-ethyl-1H-imidazole BrC1=CC=C(CN2C(=NC=C2)CC)C=C1